O=C1N(CCC(N1)=O)C=1C=C(C(=O)N2CCC(CC2)CCC=O)C=CC1F 3-(1-(3-(2,4-dioxotetrahydropyrimidin-1(2H)-yl)-4-fluorobenzoyl)piperidin-4-yl)propanal